2-(3-(5-aminopentyloxy)phenyl)-N-(4-(1-(cyclopropanecarbonyl)indol-5-yl)-5-methylthiazol-2-yl)acetamide NCCCCCOC=1C=C(C=CC1)CC(=O)NC=1SC(=C(N1)C=1C=C2C=CN(C2=CC1)C(=O)C1CC1)C